tert-butyl 4-(5-(2-(2,6-dimethylpyridin-4-yl)-3-methyl-1H-indol-6-yl)pyridin-2-yl)piperidine-1-carboxylate CC1=NC(=CC(=C1)C=1NC2=CC(=CC=C2C1C)C=1C=CC(=NC1)C1CCN(CC1)C(=O)OC(C)(C)C)C